OC(COC=1C=CC(=NC1)N1CC=2C(=NC=CC2C1=O)C1=C(C=CC=C1)OCC(F)(F)F)(C)C 2-[5-(2-hydroxy-2-methylpropoxy)pyridin-2-yl]-4-[2-(2,2,2-trifluoroethoxy)phenyl]-2,3-dihydro-1H-pyrrolo[3,4-c]pyridin-1-one